C(CCCCCCC)N1SC=CC1 N-octyl-4-isothiazolin